2-({4-[(2-{[(4-chloro-6-cyclopropylpyridin-3-yl)oxy]methyl}-1,3-oxazol-5-yl)methyl]piperidin-1-yl}methyl)-1-{[(2S)-oxetan-2-yl]methyl}-1H-1,3-benzodiazole-6-carboxylic acid ClC1=C(C=NC(=C1)C1CC1)OCC=1OC(=CN1)CC1CCN(CC1)CC1=NC2=C(N1C[C@H]1OCC1)C=C(C=C2)C(=O)O